[PH2]([O-])=O.[Na+] sodium phosphinate